3-amino-1-cyclopropylcyclobutanol HCl salt Cl.NC1CC(C1)(O)C1CC1